5-(Difluoromethoxy)-1,4-dimethyl-(trifluoromethyl)-1H-pyrazole FC(OC1=C(C(=NN1C)C(F)(F)F)C)F